Cl.FC1=C(C=CC(=C1)OC)C=1C(=NC(=NC1)NCC1CN(CCC1)C(C)C)C 5-(2-fluoro-4-methoxyphenyl)-N-((1-isopropylpiperidin-3-yl)methyl)-4-methyl-pyrimidin-2-amine, hydrochloride salt